methyl-2-(methyl-benzoyl)2-(methyl)methyl-ethyl-methylketone CC(CC(C)C(C1=C(C=CC=C1)C)=O)(C)C(=O)C(C)(C)CC(C(C1=C(C=CC=C1)C)=O)C